OCC1=CC=C2CC(NC2=C1)=O 6-(hydroxymethyl)indolin-2-one